(2S)-2-amino-4-[{(1R)-1-[1-benzyl-4-(2,5-difluorophenyl)-1H-pyrrol-2-yl]-2,2-dimethylpropyl}(glycoloyl)amino]-N-(2-{2-[(bromoacetyl)amino]ethoxy}ethyl)-butanamide N[C@H](C(=O)NCCOCCNC(CBr)=O)CCN(C(CO)=O)[C@H](C(C)(C)C)C=1N(C=C(C1)C1=C(C=CC(=C1)F)F)CC1=CC=CC=C1